4-(4-chloro-3-isopropoxyphenylmethyl)piperazine-1-carbonyl chloride ClC1=C(C=C(C=C1)CN1CCN(CC1)C(=O)Cl)OC(C)C